O1C=CC2=C1C=C(C=C2)C=2C1=C(NN2)C2=C(C1)SC(=C2)C=2C=NC(=CC2)OC 3-(benzofuran-6-yl)-6-(6-methoxypyridin-3-yl)-1,4-dihydrothieno[2',3':4,5]cyclopenta[1,2-c]pyrazole